C(C)(C)(C)OC(=O)N(C1=CC(=NC=2N1N=CC2C#N)NC2=CC(=C(C=C2)C2CN(CCC2)C(=O)OC(C)(C)C)CS(=O)C)C2CC2 (±)-tert-butyl 3-(4-(7-(tert-butoxycarbonyl(cyclopropyl)amino)-3-cyanopyrazolo[1,5-a]pyrimidin-5-ylamino)-2-(methylsulfinylmethyl)phenyl)piperidine-1-carboxylate